zinc bisglycinate monohydrate O.NCC(=O)[O-].NCC(=O)[O-].[Zn+2]